C1(=CC=CC=C1)C1=CC=C2C=CC=C12 phenyl-pentalene